2-(tetrahydro-2H-pyran-4-yl)-4-(trifluoromethyl)aniline O1CCC(CC1)C1=C(N)C=CC(=C1)C(F)(F)F